(S)-2-(1-amino-1,3-dihydro-spiro[inden-2,4'-piperidin]-1'-yl)-5-(3-(6-methoxypyridin-3-yl)prop-1-yn-1-yl)-3-methylpyridin-4(3H)-one NC1C2=CC=CC=C2CC12CCN(CC2)C2=NC=C(C([C@H]2C)=O)C#CCC=2C=NC(=CC2)OC